2-((3-(hydroxymethyl)isoxazol-5-yl)methyl)-6-(2-(2,2,2-trifluoroethoxy)pyrimidin-5-yl)pyridazin-3(2H)-one OCC1=NOC(=C1)CN1N=C(C=CC1=O)C=1C=NC(=NC1)OCC(F)(F)F